BrC1=C2C(N(C3(C2=CC=C1)CC3)C[2H])=O bromo-2'-(deuteromethyl)-spiro[cyclopropane-1,1'-isoindoline]-3'-one